7-Oxo-7-[(3Z,12Z)-pentadeca-3,12-dien-8-yloxy]heptanoic acid O=C(CCCCCC(=O)O)OC(CCC\C=C/CC)CCC\C=C/CC